C(=C)[Si](OC)(OC)OC Vinyltrimethoxy-silan